(1,1-dimethylsilinan-4-yl)-2-isopropyl-6-methyl-4H-pyrrolo[3,2-d]thiazole-5-carboxamide C[Si]1(CCC(CC1)N1C(=C(C=2N=C(SC21)C(C)C)C)C(=O)N)C